C(#N)C1=CC2=C(OC[C@H]3N2CCOC3)C=C1/N=C/N(C)C (S,E)-N'-(9-cyano-1,2,4a,5-tetrahydro-4H-benzo[b][1,4]oxazino[4,3-d][1,4]oxazin-8-yl)-N,N-dimethylformimidamide